2-[4-(6-Methoxy-1'-methyl-6'-oxo-1',6'-dihydro-[3,4']bipyridinyl-3'-yl)-pyrazol-1-yl]-benzoic acid COC1=CC=C(C=N1)C=1C(=CN(C(C1)=O)C)C=1C=NN(C1)C1=C(C(=O)O)C=CC=C1